NC(COC1=C(C=C2C(=NC=NC2=C1)N1CCN(CCC1)C(=O)OC(C)(C)C)OC)=O Tert-butyl 4-(7-(2-amino-2-oxoethoxy)-6-methoxyquinazolin-4-yl)-1,4-diazepane-1-carboxylate